2-[6-fluoro-5-(tetramethyl-1,3,2-dioxaborolan-2-yl)pyridine-2-yl]cyclopropane FC1=C(C=CC(=N1)C1CC1)B1OC(C(O1)(C)C)(C)C